N-[(6-Amino-2-pyridyl)sulfonyl]-2-(2,6-dimethylphenoxy)-6-(trifluoromethyl)pyridin-3-carboxamid NC1=CC=CC(=N1)S(=O)(=O)NC(=O)C=1C(=NC(=CC1)C(F)(F)F)OC1=C(C=CC=C1C)C